FC=1C=C(C=CC1)C1=CC(=C(S1)C(=O)NC1CNCCC1)NC(=O)N 5-(3-fluorophenyl)-N-(piperidin-3-yl)-3-ureidothiophene-2-carboxamide